2-acetyl-naphthalenone C(C)(=O)C1C(C2=CC=CC=C2C=C1)=O